2,3-diiodo-5,6-dicyanobenzoquinone IC=1C(C(=C(C(C1I)=O)C#N)C#N)=O